C(#N)C1=NC2=CC(=CC(=C2N=C1N1CC2(CCOC2)CC1)[C@@H](C)NC1=C(C(=O)O)C=CC=C1)C 2-(((1R)-1-(2-cyano-7-methyl-3-(2-oxa-7-azaspiro[4.4]nonan-7-yl)quinoxalin-5-yl)ethyl)amino)benzoic acid